COC(=O)C1(CCC2(C(CC3=CC(=C(C=C23)C)C)C[C@H](COCC2=CC=C(C=C2)OC)C)CC1)NC1=CC(=CC=C1)Cl (1R,4R)-4-(3-Chloroanilino)-2'-{(2R)-3-[(4-methoxyphenyl)methoxy]-2-methylpropyl}-5',6'-dimethyl-2',3'-dihydrospiro[cyclohexane-1,1'-indene]-4-carboxylic acid methyl ester